FC=1C=C2CN(CC2=CC1)C1=NC=2N(C(=C1)C=1C=NNC1)N=C(C2C(C)C)C(=O)NC2=CC=C(C=C2)OCCOC (5-fluoroisoindolin-2-yl)-3-isopropyl-N-(4-(2-methoxyethoxy)phenyl)-7-(1H-pyrazol-4-yl)pyrazolo[1,5-a]pyrimidine-2-carboxamide